tert-butyl ((3S,6R)-6-(1-(2,4-difluorophenyl)-1,2,3,4-tetrahydroisoquinoline-2-carbonyl)tetrahydro-2H-pyran-3-yl)carbamate FC1=C(C=CC(=C1)F)C1N(CCC2=CC=CC=C12)C(=O)[C@H]1CC[C@@H](CO1)NC(OC(C)(C)C)=O